t-butyl bromopropionate BrC(C(=O)OC(C)(C)C)C